tert-butyl 3-(4-((4,6-difluorobenzo[d]thiazol-5-yl)amino)thieno[2,3-b]pyridin-2-yl)-2,2-dimethyl-2,5-dihydro-1H-pyrrole-1-carboxylate FC1=C(C(=CC2=C1N=CS2)F)NC2=C1C(=NC=C2)SC(=C1)C=1C(N(CC1)C(=O)OC(C)(C)C)(C)C